N[C@H]1CS(C2=C(N(C1=O)CC1=CC=C(C=C1)Cl)C=C(C(=C2)F)C2=NOC(=N2)C(CCCOCCOCCOCC#C)(C)C)(=O)=O (3R)-3-amino-5-[(4-chlorophenyl)methyl]-7-[5-[1,1-dimethyl-4-[2-(2-prop-2-ynoxyethoxy)ethoxy]butyl]-1,2,4-oxadiazol-3-yl]-8-fluoro-1,1-dioxo-2,3-dihydro-1λ6,5-benzothiazepin-4-one